N-(4-amino-1H-pyrazolo[4,3-c]pyridin-7-yl)-N'-[(4-fluorophenyl)methyl]-N'-(o-tolylmethyl)oxamide NC1=NC=C(C2=C1C=NN2)NC(=O)C(=O)N(CC2=C(C=CC=C2)C)CC2=CC=C(C=C2)F